2-(2-(dimethylamino)ethoxy)benzoic acid CN(CCOC1=C(C(=O)O)C=CC=C1)C